1-(3-(2-hydroxyethoxy)phenyl)ethan-1-one OCCOC=1C=C(C=CC1)C(C)=O